C1(C=CC(N1CCC(=O)O)=O)=O 3-(maleimido)-propionic acid